(2S,4R)-4-(methoxymethyl)pyrrolidine-2-carboxylic acid benzyl ester hydrochloride Cl.C(C1=CC=CC=C1)OC(=O)[C@H]1NC[C@@H](C1)COC